sodium oxy selenosulfate S1(=[Se])(=O)OOO1.[Na]